ClC1=C(C=CC=C1)COC(=O)NC(C(=O)O)CCN(CCCCC1=NC=2NCCCC2C=C1)CCOC 2-[(2-chlorophenyl)methoxycarbonylamino]-4-[2-methoxyethyl-[4-(5,6,7,8-tetrahydro-1,8-naphthyridin-2-yl)butyl]amino]butanoic acid